ClC=1C=C(C=2N(N1)C(=C(N2)C2=CC(=C(C=C2)C2=NC=NO2)Cl)NC(C(F)(F)F)=O)Cl N-(6,8-dichloro-2-(3-chloro-4-(1,2,4-oxadiazol-5-yl)phenyl)imidazo[1,2-b]pyridazin-3-yl)-2,2,2-trifluoroacetamide